N1N=CC=2C1=NC=NC2N[C@H](C(=O)O)CCN(CCOCC(F)(F)F)CCCCC2=NC=1NCCCC1C=C2 (S)-2-((1H-pyrazolo[3,4-d]pyrimidin-4-yl)amino)-4-((4-(5,6,7,8-tetrahydro-1,8-naphthyridin-2-yl)butyl)(2-(2,2,2-trifluoroethoxy)ethyl)amino)butanoic acid